[Na].[V].[Cr] chromium vanadium sodium